(2-(methacryloxy)-ethyl)-trimethylammonium chloride [Cl-].C(C(=C)C)(=O)OCC[N+](C)(C)C